ClC=1C=CC2=C(C=C(O2)C2=CN=CC3=C2SCCN3S(=O)(=O)C=3C=NC(=CC3)OC)C1 8-(5-chlorobenzofuran-2-yl)-4-((6-methoxypyridin-3-yl)sulfonyl)-3,4-dihydro-2H-pyrido[4,3-b][1,4]thiazine